O=C1NC(CCC1C1=NN(C2=CC(=CC=C12)N1CCN(CC1)C[C@@H]1[C@@H](CN(CC1)C(=O)OC(C)(C)C)C)C)=O tert-butyl (3S,4S)-4-((4-(3-(2,6-dioxopiperidin-3-yl)-1-methyl-1H-indazol-6-yl)piperazin-1-yl)methyl)-3-methylpiperidine-1-carboxylate